ClC=1C(=NC(=NC1)NC1=CC(=C(C=C1)F)N1CCN(CC1)C(C)C)C=1C=C2C(CN=CC2=CC1)(C)C 6-(5-Chloro-2-((4-fluoro-3-(4-isopropylpiperazin-1-yl)phenyl)amino)pyrimidin-4-yl)-4,4-Dimethyl-3,4-dihydroisoquinolin